N-butyl-pyridine bis(trifluoromethylsulfonyl)imide salt [N-](S(=O)(=O)C(F)(F)F)S(=O)(=O)C(F)(F)F.C(CCC)N1CC=CC=C1